C1(=CC=CC2=CC=CC=C12)N(C1=CC=C(C=C1)C1=CC=C(C=C1)N(C1=CC=CC=C1)C1=CC=CC2=CC=CC=C12)C1=CC=CC=C1 N4,N4'-di(naphthalen-1-yl)-N4,N4'-diphenylbiphenyl-4,4'-diamine